(7aR,11aS)-7,9-dimethyl-N-(3-methyl-4-((1-methyl-1H-benzo[d]imidazol-5-yl)oxy)phenyl)-7a,8,9,10,11,11a-hexahydro-7H-pyrido[4,3-b]pyrimido[5',4':4,5]pyrido[2,3-e][1,4]oxazin-1-amine CN1[C@H]2[C@@H](OC3=C1N=CC=1C3=C(N=CN1)NC1=CC(=C(C=C1)OC1=CC3=C(N(C=N3)C)C=C1)C)CCN(C2)C